methyl 7-(3-amino-2,6-difluorophenyl)-8-fluoroimidazo[1,5-a]pyridine-3-carboxylate NC=1C(=C(C(=CC1)F)C1=C(C=2N(C=C1)C(=NC2)C(=O)OC)F)F